(7-(2-chloro-5-fluorophenyl)-2,9-dioxo-2,7,8,9-tetrahydro-1H-pyrrolo[3,4-H]quinolin-6-yl)-3-fluoro-5-(trifluoromethyl)benzamide ClC1=C(C=C(C=C1)F)C1NC(C=2C1=C(C=C1C=CC(NC21)=O)C2=C(C(=O)N)C=C(C=C2F)C(F)(F)F)=O